C(CCC(=O)O)(=O)O.C1(CC1)N1C=C(C(C2=CC(=C(C(=C12)F)C=1C=C2CCN(C2=CC1)CC=1C(=NC(=NC1)N)N)F)=O)C(=O)O 1-cyclopropyl-7-(1-((2,4-diaminopyrimidin-5-yl)methyl)indolin-5-yl)-6,8-difluoro-4-oxo-1,4-dihydroquinoline-3-carboxylic acid compound with succinic acid